N-(2-(1-cyclopropyl-1H-pyrazol-4-yl)pyrimidin-4-yl)-5-isopropyl-8-((2R,3S)-2-methyl-3-((methylsulfonyl)methyl)azetidin-1-yl)isoquinolin-3-amine C1(CC1)N1N=CC(=C1)C1=NC=CC(=N1)NC=1N=CC2=C(C=CC(=C2C1)C(C)C)N1[C@@H]([C@H](C1)CS(=O)(=O)C)C